(E)-4-bromobut-2-enoic acid methyl ester COC(\C=C\CBr)=O